N-(7-methyl-2-morpholinobenzo[d]oxazol-6-yl)-[2,4'-bipyridine]-6-carboxamide CC1=C(C=CC=2N=C(OC21)N2CCOCC2)NC(=O)C2=CC=CC(=N2)C2=CC=NC=C2